P(=O)([O-])([O-])[O-].[Cr](=O)(=O)(O)O.[Fe+2].[Li+] lithium iron chromate phosphate